4-bromo-1-phenyl-1H-1,2,3-triazole BrC=1N=NN(C1)C1=CC=CC=C1